C(C)OC(=O)C1=NC=NC(=C1C1=CC=CC=2CCCCC12)C1=CC=CC=C1 6-phenyl-5-(5,6,7,8-tetrahydronaphthalen-1-yl)pyrimidine-4-carboxylic acid ethyl ester